P(=O)(O)(O)O.C1=CC=CC=2C3=CC=CC=C3NC12 carbazole monophosphate